6-{8-[(2-cyano-2-methylideneethyl)amino]-7-(propan-2-yloxy)naphthalen-2-yl}-N-(1-methylpiperidin-3-yl)pyridine-2-carboxamide C(#N)C(CNC=1C(=CC=C2C=CC(=CC12)C1=CC=CC(=N1)C(=O)NC1CN(CCC1)C)OC(C)C)=C